C(C)(C)(C)N1N=C(C=C1N)C1C=C(CC1)C1=CN=C(O1)C(C)C 1-(tert-butyl)-3-(3-(2-isopropyloxazol-5-yl)cyclopent-2-en-1-yl)-1H-pyrazol-5-amine